bicyclohexane-4,4'-dione monoethylene ketal C1COC2(CCC(CC2)C2CCC(CC2)=O)O1